FC=1C(=NC=CC1)N1N=CN=C1 1-(3-fluoro-2-pyridyl)-1,2,4-triazol